(2S,4S)-4-((2-(cyclopropylamino)pyrimidin-4-yl)oxy)-1-(2-((3-(2-((1,5-dimethyl-1H-pyrazol-3-yl)amino)-5-methylpyrimidin-4-yl)-1H-indol-7-yl)amino)-2-oxoethyl)pyrrolidine-2-carboxamide C1(CC1)NC1=NC=CC(=N1)O[C@H]1C[C@H](N(C1)CC(=O)NC=1C=CC=C2C(=CNC12)C1=NC(=NC=C1C)NC1=NN(C(=C1)C)C)C(=O)N